CS(=O)(=O)C1=CC(=C(C=C1)NCC#CC=1N(C=2C=CC=C(C2C1)NC1CCN(CC1)C1CCOCC1)CC(F)(F)F)OC 2-{3-[(4-methanesulfonyl-2-methoxyphenyl)amino]prop-1-yn-1-yl}-N-[1-(oxan-4-yl)piperidin-4-yl]-1-(2,2,2-trifluoroethyl)-1H-indol-4-amine